C(C)(C)(C)OC(=O)N1[C@H](CN(CC1)C=1C2=C(N=C(N1)SC)C[C@]1(CC3=CC=CC=C3CC1)C2)CC#N.BrCC(=C)C 3-bromo-2-methyl-prop-1-ene tert-Butyl-(S)-2-(cyanomethyl)-4-((R)-2-(methylthio)-3',4',5,7-tetrahydro-1'H-spiro[cyclopenta[d]pyrimidine-6,2'-naphthalen]-4-yl)piperazine-1-carboxylate